BrC=1N=CN(C1)CC(F)(F)F 4-bromo-1-(2,2,2-trifluoroethyl)-1H-imidazole